C(C)OC(=O)C=1C(=C(NC1)C1=CC=C(C=C1)C(F)(F)F)C1=CC(=CC=C1)N (3-aminophenyl)-2-(4-(trifluoromethyl)phenyl)Azole-4-carboxylic acid ethyl ester